4-((2-Fluoro-7-methoxyacridin-9-yl)amino)-2,6-bis(pyrrolidin-1-ylmethyl)phenol FC1=CC2=C(C3=CC(=CC=C3N=C2C=C1)OC)NC1=CC(=C(C(=C1)CN1CCCC1)O)CN1CCCC1